BrC=1N=CC=2N(C1)C(=CN2)C=2C=CC(=NC2)NC(OC)=O methyl N-[5-(6-bromoimidazo[1,2-a]pyrazin-3-yl)-2-pyridyl]carbamate